sodium 3-(3,7-dimethylocta-2,6-dien-1-yl)-2,4-dihydroxy-6-pentylbenzenesulfonate CC(=CCC=1C(=C(C(=CC1O)CCCCC)S(=O)(=O)[O-])O)CCC=C(C)C.[Na+]